C1(CC1)C[C@H]1[C@H]([C@@H](N(C1=O)C=1C=C2C=NN(C2=CC1)C1=CC=C(C=C1)F)C1=CC=CC=C1)C1(CC1)C(=O)N |r| (rac-(2R,3S,4S)-4-(cyclopropylmethyl)-1-(1-(4-fluorophenyl)-1H-indazol-5-yl)-5-oxo-2-phenylpyrrolidin-3-yl)cyclopropanecarboxamide